C1(=CC=CC=C1)C1(C2=CC=CC=C2NC=2C=CC=CC12)C1=CC=CC=C1 9,9-diphenyl-acridine